(S)-2-(7-chloro-2-(1-methyl-1H-pyrazol-5-yl)-1,2,3,4-tetrahydroisoQuinolin-5-yl)pyrrolidine-1-carboxylate ClC1=CC(=C2CCN(CC2=C1)C1=CC=NN1C)[C@H]1N(CCC1)C(=O)[O-]